CON=C(COC1=CC(=NN1C)C(F)F)C1=CC(=CC=C1)Cl 1-(3-chlorophenyl)-2-((3-(difluoromethyl)-1-methyl-1H-pyrazol-5-yl)oxy)ethane-1-one-O-methyl oxime